CN(CCCOC1=CC=C(C=C1)C=1C=C(C(NC1C(F)(F)F)=O)C(=O)N)C 5-(4-(3-(Dimethylamino)propoxy)phenyl)-2-oxo-6-(trifluoromethyl)-1,2-dihydropyridine-3-carboxamide